[4-[5-[(1R)-1-[[(S)-tert-butylsulfinyl]amino]ethyl]-2,3-dimethoxy-phenyl]pyrazol-1-yl]-N-methyl-acetamide C(C)(C)(C)[S@](=O)N[C@H](C)C=1C=C(C(=C(C1)C=1C=NN(C1)CC(=O)NC)OC)OC